4-(3,8-diazabicyclo[3.2.1]octane-3-yl)-6-[2-(methoxymethoxy)phenyl]pyridazin-3-amine C12CN(CC(CC1)N2)C2=C(N=NC(=C2)C2=C(C=CC=C2)OCOC)N